6-(1-methylcyclopropyl)-1,3,5-triazine CC1(CC1)C1=NC=NC=N1